C(C)N1C=C(C(C2=CC(=C(C(=C12)Cl)N1CCC2(CCCC2)CC1)F)=O)C(=O)O 1-ethyl-6-fluoro-8-chloro-1,4-dihydro-7-(8-azaspiro[4.5]dec-8-yl)-4-oxo-3-quinolinecarboxylic acid